N,N-diisopropylethylamine pyrophosphate salt OP(O)(=O)OP(=O)(O)O.C(C)(C)N(C(C)C)CC